4-(4-(benzyloxy)phenyl)-1,2,3,6-tetrahydropyridine hydrochloride Cl.C(C1=CC=CC=C1)OC1=CC=C(C=C1)C=1CCNCC1